2-(5-Amino-3-(3-chlorophenyl)-1H-pyrazol-1-yl)acetic acid NC1=CC(=NN1CC(=O)O)C1=CC(=CC=C1)Cl